5-chloro-N,N-dimethyl-2-(1-methyl-1H-pyrazol-4-yl)[1,2,4]triazolo[1,5-c]quinazolin-7-amine ClC1=NC2=C(C=CC=C2C=2N1N=C(N2)C=2C=NN(C2)C)N(C)C